O=C1NC(CC[C@@H]1N1C(C2=CC=C(C=C2C1)N1CCN(CC1)C1CC2(C1)CCN(CC2)C(=O)OC(C)(C)C)=O)=O tert-butyl (S)-2-(4-(2-(2,6-dioxopiperidin-3-yl)-1-oxoisoindolin-5-yl)piperazin-1-yl)-7-azaspiro[3.5]nonane-7-carboxylate